cesium-indium sulfur 2-(bis(3-chloro-4-fluorophenyl)methyl)-1-((2-(trimethylsilyl)ethoxy)methyl)-5,6,7,8-tetra-hydro-1H-thiepino[2,3-d]imidazole ClC=1C=C(C=CC1F)C(C=1N(C2=C(N1)SCCCC2)COCC[Si](C)(C)C)C2=CC(=C(C=C2)F)Cl.[S].[In].[Cs]